4,6-bis(octylthio)-1,3,5-triazine C(CCCCCCC)SC1=NC=NC(=N1)SCCCCCCCC